C(C#CC)(=O)N1[C@H](CC1)COC=1C=NC=CC1C1=C(C=2C(NCCC2N1)=O)NC1=CC=C(C=C1)Cl 2-(3-{[(2R)-1-(but-2-ynoyl)azetidin-2-yl]methoxy}pyridin-4-yl)-3-[(4-chlorophenyl)amino]-1H,5H,6H,7H-pyrrolo[3,2-c]pyridin-4-one